methoxymethyl-2,4,5-trimethylthiazole COCS1C(=NC(=C1C)C)C